2-(4-(1-(2,6-dioxopiperidin-3-yl)-3-methyl-2-oxo-2,3-dihydro-1H-benzo[d]imidazol-5-yl)piperidin-1-yl)-7-azaspiro[3.5]nonane-7-carboxylate O=C1NC(CCC1N1C(N(C2=C1C=CC(=C2)C2CCN(CC2)C2CC1(C2)CCN(CC1)C(=O)[O-])C)=O)=O